methyl 6-chloro-2-ethylpyridine-3-carboxylate ClC1=CC=C(C(=N1)CC)C(=O)OC